(S)-4-((2-(2,2-difluoroethoxy)ethyl)(4-(5,6,7,8-tetrahydro-1,8-naphthyridin-2-yl)butyl)amino)-2-((4-phenylpyridin-2-yl)amino)butanoic acid FC(COCCN(CC[C@@H](C(=O)O)NC1=NC=CC(=C1)C1=CC=CC=C1)CCCCC1=NC=2NCCCC2C=C1)F